6-Amino-3-((1R,3S)-4'-chloro-3-(5-(trifluoromethyl)-1H-pyrazol-1-yl)-1',2'-dihydrospiro[cyclopentane-1,3'-pyrrolo[2,3-b]pyridin]-5'-yl)-2-fluoro-N,N-dimethylbenzamide NC1=CC=C(C(=C1C(=O)N(C)C)F)C=1C(=C2C(=NC1)NC[C@]21C[C@H](CC1)N1N=CC=C1C(F)(F)F)Cl